2-(4-((1-(4-amino-2-chlorophenyl)piperidin-4-yl)methoxy)piperidin-1-yl)acetic acid ethyl ester C(C)OC(CN1CCC(CC1)OCC1CCN(CC1)C1=C(C=C(C=C1)N)Cl)=O